C1(CC1)N1CC(C(C(C1)=CC=1C=NC=CC1)=O)=CC=1C=NC=CC1 1-cyclopropyl-3,5-bis(pyridin-3-ylmethylene)piperidin-4-one